(E)-((4-methoxybut-1,3-dien-2-yl)oxy)trimethylsilane CO/C=C/C(=C)O[Si](C)(C)C